N-(3-(aminomethyl)-6-(2-chloro-5-fluorophenyl)-2-methyl-8-oxo-2,6,7,8-tetrahydropyrrolo[3,4-g]indazol-5-yl)-3-fluoro-5-(trifluoromethyl)benzamide NCC=1N(N=C2C3=C(C(=CC12)NC(C1=CC(=CC(=C1)C(F)(F)F)F)=O)C(NC3=O)C3=C(C=CC(=C3)F)Cl)C